Cl\C(\C1[C@H]2CN(C[C@@H]12)C(=O)OC(C)(C)C)=N/O tert-butyl (1R,5S,6r)-6-((Z)-chloro(hydroxyimino)methyl)-3-azabicyclo[3.1.0]hexane-3-carboxylate